trans-tert-butyl-4-((5-fluoro-4-(2-(3-oxomorpholino)pyridin-4-yl)pyrimidin-2-yl)amino)cyclohexane-1-carboxylate C(C)(C)(C)OC(=O)[C@@H]1CC[C@H](CC1)NC1=NC=C(C(=N1)C1=CC(=NC=C1)N1C(COCC1)=O)F